FC1=NC=CC=C1OC[C@H]1N(CCC1)C(=O)OC(C)(C)C tert-butyl (2S)-2-[[(2-fluoropyridin-3-yl)oxy]methyl]-pyrrolidine-1-carboxylate